3-(4-hydroxyphenyl)-1-(2,4,6-trihydroxyphenyl)propan-1-one OC1=CC=C(C=C1)CCC(=O)C1=C(C=C(C=C1O)O)O